(2-amino-6-(1H-pyrrol-3-yl)imidazo[1,2-a]pyridin-3-yl)((1S,2S)-2-fluorocyclopropyl)methanone NC=1N=C2N(C=C(C=C2)C2=CNC=C2)C1C(=O)[C@H]1[C@H](C1)F